1-(2-hydroxyethyl)-1-methylguanidine phosphate P(=O)(O)(O)O.OCCN(C(=N)N)C